3-benzyl-1-(trans-4-((5-cyano-4-((tetrahydro-2H-pyran-4-ylmethyl)amino)pyrimidin-2-yl)amino)cyclohexyl)-1-(5-(1-methyl-1H-pyrazol-4-yl)pyridin-2-yl)urea C(C1=CC=CC=C1)NC(N(C1=NC=C(C=C1)C=1C=NN(C1)C)[C@@H]1CC[C@H](CC1)NC1=NC=C(C(=N1)NCC1CCOCC1)C#N)=O